(S)-N-(4-(1-Acetyl-2-methyl-1,2,3,4-tetrahydroquinolin-6-yl)benzyl)-2-(2-aminopyrimidin-5-yl)-9-methyl-6-morpholino-9H-purine-8-carboxamide C(C)(=O)N1[C@H](CCC2=CC(=CC=C12)C1=CC=C(CNC(=O)C=2N(C3=NC(=NC(=C3N2)N2CCOCC2)C=2C=NC(=NC2)N)C)C=C1)C